C(N)(=O)C1=NC(=NC=C1)N1CCN(CC1)C(=O)C1=CC=C(C=C1)C1=NC2=C(N1)C=CC=C2C(=O)N 2-(4-(4-(4-carbamoylpyrimidin-2-yl)piperazine-1-carbonyl)phenyl)-1H-benzo[d]imidazole-4-carboxamide